NC1=CC(=C2C(C3(CCC3)CCCCC[C@@](C3=NN=C(C1=N2)O3)(C(F)(F)F)O)=O)C(F)(F)F (6R)-17-amino-6-hydroxy-6,15-bis(trifluoromethyl)spiro[19-oxa-3,4,18-triazatricyclo[12.3.1.12,5]nonadeca-1(18),2,4,14,16-pentaene-12,1'-cyclobutane]-13-one